N(=C=O)CS(=O)(=O)C1=CC=C(C=C1)C ((isocyanatomethyl)sulfonyl)-4-methylbenzene